N1(N=CN=C1)CCOC=1C=CC(=C2C=CN=CC12)C(C)C 8-(2-(1H-1,2,4-triazol-1-yl)ethoxy)-5-isopropylisoquinolin